N-(2-((2R,6S)-2,6-dimethylmorpholino)pyrimidin-4-yl)-3-(3-fluoro-4-methoxyphenyl)isoxazol-5-amine C[C@H]1O[C@H](CN(C1)C1=NC=CC(=N1)NC1=CC(=NO1)C1=CC(=C(C=C1)OC)F)C